methyl (2S,4R)-1-[6,6-difluoro-2-(trifluoromethyl)spiro[3.3]heptane-2-carbonyl]-4-fluoropyrrolidine-2-carboxylate FC1(CC2(CC(C2)(C(=O)N2[C@@H](C[C@H](C2)F)C(=O)OC)C(F)(F)F)C1)F